cyclohexane-1,2,4,5-tetraol C1(C(CC(C(C1)O)O)O)O